CC1=CC=CC(=N1)N1C(CN([C@H]2CCCC[C@H]12)C(=O)C=1C2=C(NN1)CCC2)=O (4aS,8aS)-1-(6-methylpyridin-2-yl)-4-(1,4,5,6-tetrahydrocyclopenta[c]pyrazole-3-carbonyl)octahydroquinoxalin-2(1H)-one